C1=CC=CC=2C3=CC=CC=C3C(C12)COC(=O)N[C@H](C(=O)N[C@H](C(=O)NCCC(=O)NCC(=O)O)C)CCC(=O)OC(C)(C)C (3-((S)-2-((S)-2-((((9H-fluoren-9-yl)methoxy)carbonyl)amino)-5-(tert-butoxy)-5-oxopentanamido)propanamido)propanoyl)glycine